Epoxyanethol C=1(C2=C(C(C=CC)=CC1)O2)OC